N-((1-aminomethyl)benzyl)heptane-1-amine NCC(C1=CC=CC=C1)NCCCCCCC